N[C@@H](C(=O)N1CC2=CC=C(C=C2C1)C=1N=NC=CC1)CC1=C(C=C(C=C1)Cl)Cl (2R)-2-amino-3-(2,4-dichlorophenyl)-1-[5-(pyridazin-3-yl)-2,3-dihydro-1H-isoindol-2-yl]propan-1-one